O=S1(CCN(CC1)C1=CC=C(C=C1)N1[C@@H]2CN(C[C@H](C1)CC2(C)C)C(CCC#N)=O)=O 4-((1s,5s)-6-(4-(1,1-dioxothiomorpholino)phenyl)-9,9-dimethyl-3,6-diazabicyclo[3.2.2]non-3-yl)-4-oxobutanenitrile